4-[[(1R,3S)-3-amino-2,2,3-trimethyl-cyclopentyl]amino]-6-bromo-N'-[4-[tert-butyl(dimethyl)silyl]oxy-2-(2,2,2-trifluoroethyl)phenyl]pyrrolo[1,2-b]pyridazine-3-carboxamidine N[C@@]1(C([C@@H](CC1)NC=1C=2N(N=CC1C(=NC1=C(C=C(C=C1)O[Si](C)(C)C(C)(C)C)CC(F)(F)F)N)C=C(C2)Br)(C)C)C